L-6-HYDROXYNORLEUCINE OCCCC[C@H](N)C(=O)O